Cl.NC\C=C(\CN1N=NC2=C1C=CC=C2C=2C=C(C=CC2OC)S(=O)(=O)NC2CC2)/F (Z)-3-(1-(4-amino-2-fluoro-but-2-en-1-yl)-1H-benzo[d][1,2,3]triazol-4-yl)-N-cyclopropyl-4-methoxybenzenesulfonamide hydrochloride